ClC=1C(=NC=CC1C1=NC(=C(C=C1)CNCC1CCC(N1)=O)OC)C1=C(C(=CC=C1)NC1=C(C(=CC=C1)CNCC1OCC1)F)Cl 5-((((3'-chloro-2'-(2-chloro-3-((2-fluoro-3-((((oxetan-2-yl)methyl)amino)methyl)phenyl)amino)phenyl)-6-methoxy-[2,4'-bipyridin]-5-yl)methyl)amino)methyl)pyrrolidin-2-one